C(C)OC(C)C1=C(C=C(C=C1)C)N1/C(/SCC1=O)=N/C(=O)NC1=C(C=C(C=C1)C=1N=CN(C1)C1=CC=C(C=C1)OC(F)(F)F)C (Z)-1-(3-(2-(1-ethoxyethyl)-5-methylphenyl)-4-oxothiazolidin-2-ylidene)-3-(2-methyl-4-(1-(4-(trifluoromethoxy)phenyl)-1H-imidazol-4-yl)phenyl)urea